ethyl 2,2'-methylene-bis(4,6-di-t-butylphenyl) phosphate P1(=O)(OCC)OC2=C(C=C(C=C2C(C)(C)C)C(C)(C)C)CC2=C(C(=CC(=C2)C(C)(C)C)C(C)(C)C)O1